FC1(CCN(CC1)CCN1NC=C2C1=CN(CCO2)C2=C(C=C(C=C2)C2=NC1=CC=C(C=C1C=N2)C(F)(F)F)C)F 1-(2-(4,4-difluoropiperidin-1-yl)ethyl)-7-(2-methyl-4-(6-(trifluoromethyl)-quinazolin-2-yl)phenyl)-6,7-dihydro-1H-pyrazolo[3,4-f][1,4]oxazepin